1-methyl-2-oxopiperidine-4-carbaldehyde CN1C(CC(CC1)C=O)=O